ClC=1C(=C(C=CC1)NC1=NC=NC2=CC(=C(C=C12)[N+](=O)[O-])C#C[C@]12CN(C[C@@H]2C1)C(C)C)F N-(3-chloro-2-fluoro-phenyl)-7-[2-[(1S,5R)-3-isopropyl-3-azabicyclo[3.1.0]hexan-1-yl]ethynyl]-6-nitro-quinazolin-4-amine